1-(perfluorophenyl)pentan-1-one FC1=C(C(=C(C(=C1F)F)F)F)C(CCCC)=O